[C@H]12CN(C[C@H](CC1)N2)C=2C1=C(N=C(N2)OC([2H])([2H])C2(CC2)CN2CCCC2)CN(CC1)C1=CC(=CC2=CC=C(C(=C12)C#C)F)O 4-(4-((1R,5S)-3,8-Diazabicyclo[3.2.1]octan-3-yl)-2-((1-(pyrrolidin-1-ylmethyl)cyclopropyl)methoxy-d2)-5,8-dihydropyrido[3,4-d]pyrimidin-7(6H)-yl)-5-ethynyl-6-fluoronaphthalen-2-ol